BrC1=C(C=C2C(NC(N3C2=C1SCC3)=O)=O)Cl 10-bromo-9-chloro-2,3-dihydro-5H-[1,4]thiazino[2,3,4-ij]quinazoline-5,7(6H)-dione